(R)-1-(4-chloro-2-cyanophenyl)-3-(isoquinolin-4-yl)-2-oxoimidazolidine-4-carbonitrile ClC1=CC(=C(C=C1)N1C(N([C@H](C1)C#N)C1=CN=CC2=CC=CC=C12)=O)C#N